C(C=C)(=O)N1[C@H](CN(CC1)C=1C2=C(N=C(N1)OC[C@H]1N(C[C@@H](C1)F)C)CC(OC2)C2=CC=CC1=CC=CC=C21)CC#N 2-((2S)-1-acryloyl-4-(2-(((2S,4R)-4-fluoro-1-methylpyrrolidin-2-yl)methoxy)-7-(naphthalen-1-yl)-7,8-dihydro-5H-pyrano[4,3-d]pyrimidin-4-yl)piperazin-2-yl)acetonitrile